6-(4,4-difluoropiperidin-1-yl)-N-(4-(N-(2-hydroxyethyl)sulfamoyl)-2-(6-azaspiro[2.5]octan-6-yl)phenyl)-4-methylpicolinamide FC1(CCN(CC1)C1=CC(=CC(=N1)C(=O)NC1=C(C=C(C=C1)S(NCCO)(=O)=O)N1CCC2(CC2)CC1)C)F